2-(((1R)-1-(2-(3-(4-cyanophenyl)-3,6-diazabicyclo[3.1.1]heptan-6-yl)-3,7-dimethyl-4-oxo-4H-pyrido[1,2-a]pyrimidin-9-yl)ethyl)amino)benzoic acid C(#N)C1=CC=C(C=C1)N1CC2N(C(C1)C2)C=2N=C1N(C(C2C)=O)C=C(C=C1[C@@H](C)NC1=C(C(=O)O)C=CC=C1)C